CN1C=NC2=C1C=C(C=C2)C=C 1-methyl-6-vinyl-benzimidazole